2-(2-chlorophenyl)-N-(4-(((1,1-dioxotetrahydrothiophen-3-yl)oxy)methyl)-3-sulfamylphenyl)acetamide ClC1=C(C=CC=C1)CC(=O)NC1=CC(=C(C=C1)COC1CS(CC1)(=O)=O)S(N)(=O)=O